(R)-1-phenylethyl 4-(6-(1-methyl-1H-pyrazol-4-yl)pyrazolo[1,5-a]pyrazin-3-yl)piperazine-1-carboxylate CN1N=CC(=C1)C=1N=CC=2N(C1)N=CC2N2CCN(CC2)C(=O)O[C@H](C)C2=CC=CC=C2